C(\C=C/CC)O (Z)-2-penten-1-ol